3-Benzyl-6-iso-propyl-2,5-diketopiperazin C(C1=CC=CC=C1)C1C(NC(C(N1)=O)C(C)C)=O